BrC=1C(=C2C=3C(=NC(=NC3C1F)S(=O)(=O)C)N(CCO2)[C@H](C)C=2C(=NC=CC2)N(C(OC(C)(C)C)=O)C(=O)OC(C)(C)C)Cl tert-butyl (R)-(3-(1-(9-bromo-8-chloro-10-fluoro-2-(methylsulfonyl)-5,6-dihydro-4H-[1,4]oxazepino[5,6,7-de]quinazolin-4-yl)ethyl)pyridin-2-yl)(tert-butoxycarbonyl)carbamate